ClC1=CC2=C(NC(C3=C(N2)C=CC=C3)=O)C=C1 7-Chloro-5,10-dihydro-11H-dibenzo[b,e][1,4]diazepin-11-one